((((2R,3S,4R,5R)-5-((2-chloro-4-(methylamino)pyrrolo[2,1-f][1,2,4]triazin-7-yl)methyl)-3,4-dihydroxytetrahydrofuran-2-yl)methoxy)methyl)phosphonic acid ClC1=NN2C(C(=N1)NC)=CC=C2C[C@@H]2[C@@H]([C@@H]([C@H](O2)COCP(O)(O)=O)O)O